FC(C1=NN=C(O1)C1=CC(N(C=C1)CC#CC1=CC(=CC=C1)C(F)(F)F)=O)F 4-(5-(difluoromethyl)-1,3,4-oxadiazol-2-yl)-1-(3-(3-(trifluoromethyl)phenyl)prop-2-yn-1-yl)pyridin-2(1H)-one